ClC1=C(C(=CC(=C1)N)Cl)O 2,6-dichloro-4-aminophenol